COC=1C=C2C(=NC(=NC2=CC1OC)C)NC(C)C=1SC(=CC1)C1=C(C=C(C=C1)C(F)(F)F)C 6,7-dimethoxy-2-methyl-N-(1-{5-[2-methyl-4-(trifluoromethyl)phenyl]-2-thienyl}ethyl)quinazolin-4-amine